BrC1=CC=C(C=C1)C1=NC(=CC(=N1)C=1C=CC=2C(C3=CC=CC=C3C2C1)(C)C)C1=CC=CC=C1 2-(4-bromophenyl)-4-(9,9-dimethyl-9H-fluoren-3-yl)-6-phenylpyrimidine